10-iodo-3-decenyl octoxymethyl ether C(CCCCCCC)OCOCCC=CCCCCCCI